(2R,3S,4R,5R)-2-((R)-5-chloroisoindolin-1-yl)-5-(4-methyl-7H-pyrrolo[2,3-d]pyrimidin-7-yl)tetrahydrofuran-3,4-diol ClC=1C=C2CN[C@H](C2=CC1)[C@H]1O[C@H]([C@@H]([C@@H]1O)O)N1C=CC2=C1N=CN=C2C